N-(5-(3-chloro-5-methylphenyl)-4-(5-methylfuran-2-yl)pyrimidin-2-yl)-[1,4'-bipiperidine]-1'-carboxamide ClC=1C=C(C=C(C1)C)C=1C(=NC(=NC1)NC(=O)N1CCC(CC1)N1CCCCC1)C=1OC(=CC1)C